3-[(6-chloro-1H-indazol-4-yl)amino]-5-fluorobenzonitrile ClC1=CC(=C2C=NNC2=C1)NC=1C=C(C#N)C=C(C1)F